O[C@H]1C[C@]2(C(C3CCC=4[C@](CCNC(C4)=O)(C13)C)CCC2C(=O)OC)C methyl (5aR,6S,7aS)-6-hydroxy-5a,7a-dimethyl-2-oxo-2,3,4,5,5a,5b,6,7,7a,8,9,10,10a,10b,11,12-hexadecahydrocyclopenta[5,6]naphtho[1,2-d]azepine-8-carboxylate